FC(CCC1=NN=C(S1)C(=O)NCC1=NC=CC(=C1)C(F)(F)F)CN1N=NC(=C1)C(NC)=O 5-{3-fluoro-4-[4-(methylcarbamoyl)-1H-1,2,3-triazol-1-yl]butyl}-N-{[4-(trifluoromethyl)pyridin-2-yl]methyl}-1,3,4-thiadiazole-2-carboxamide